naphtho[2,1-b:7,8-b']bis[1]benzothiophene C1=CC=CC2=C1C1=C(S2)C=CC=2C=CC=3SC4=C(C3C21)C=CC=C4